5-Bromo-2-(1-(tetrahydro-2H-pyran-4-yl)pyrrolidin-3-yl)-2H-indazole BrC1=CC2=CN(N=C2C=C1)C1CN(CC1)C1CCOCC1